4-bromobutyl (8-methylnonyl) Carbonate C(OCCCCBr)(OCCCCCCCC(C)C)=O